CN1C(N(C=2C1=NC=C(C2)C=2SC(=CC2)C)CC=2N=NN(C2)C)=O 3-Methyl-6-(5-methyl-2-thienyl)-1-[(1-methyltriazol-4-yl)methyl]imidazo[4,5-b]pyridin-2-one